The molecule is a polyatomic cation consisting of four phenyl groups attached to a central phosphonium. It is a polyatomic cation, a phosphorus molecular entity and a heteroorganic entity. It derives from a hydride of a phosphonium. C1=CC=C(C=C1)[P+](C2=CC=CC=C2)(C3=CC=CC=C3)C4=CC=CC=C4